heptadecan-9-yl 8-((3-((4-(methylamino)-1-oxido-1,2,5-thiadiazol-3-yl)amino)propyl)(8-oxo-8-(undecan-3-yloxy)octyl) amino)octanoate CNC=1C(=NS(N1)=O)NCCCN(CCCCCCCC(=O)OC(CCCCCCCC)CCCCCCCC)CCCCCCCC(OC(CC)CCCCCCCC)=O